5-naphthalene-1-yl-benzo[b]thiophene C1(=CC=CC2=CC=CC=C12)C1=CC2=C(SC=C2)C=C1